OCCN1CCN(CC1)CCCCCC(=O)OC(C(=O)OCCCCCCCCCCCCC)C(=O)OCCCCCCCCCCCCC ditridecyl 2-((6-(4-(2-hydroxyethyl)piperazin-1-yl)hexanoyl)oxy)malonate